(R)-4-(tert-butyl)-4-hydroxy-8-(3-methyl-1H-pyrazol-4-yl)-1,3,4,5-tetrahydro-6H-pyrano[4,3-b]thieno[3,2-d]pyridin-6-one C(C)(C)(C)[C@@]1(COCC2=C1NC(C1=C2C=C(S1)C=1C(=NNC1)C)=O)O